C(N)(=O)C1=C(N(N=C1C1=CC=C(C=C1)CC(=O)NC1=NOC(=C1)C1C(CC1)(C)C)C(C)C)NC(OC(C)(C)C)=O tert-Butyl N-[4-carbamoyl-5-[4-[2-[[5-(2,2-dimethylcyclobutyl)isoxazol-3-yl]amino]-2-oxo-ethyl]phenyl]-2-isopropyl-pyrazol-3-yl]carbamate